1-(difluoromethyl)-4-((trimethylsilyl)ethynyl)-1H-pyrazole FC(N1N=CC(=C1)C#C[Si](C)(C)C)F